ClC1=CC=C(C=C1)[C@]1(CNCC1)N(S(=O)(=O)C1=CC=C(C=C1)OC(F)(F)F)C (R)-N-(3-(4-chlorophenyl)pyrrolidin-3-yl)-N-methyl-4-(trifluoromethoxy)benzenesulfonamide